[Na+].O=C1CCSCC(N1C1CCCCCC1)C(=O)[O-] 7-oxo-4-thia-1-azabicycloheptane-2-carboxylic acid sodium salt